ClC1=CC=C(C=C1)[C@@]1(N(C(C2=CC(=CC=C12)C(C)(C)O)=O)CC1=NC=C(C=C1)Cl)OCC1(CC1)CO (3R)-3-(4-chlorophenyl)-2-[(5-chloropyridin-2-yl)methyl]-3-{[1-(hydroxymethyl)cyclopropyl]methoxy}-6-(2-hydroxyprop-2-yl)-2,3-dihydro-1H-isoindol-1-one